C1(=CC=CC2=CC=CC=C12)[N+]#N Naphthalene-1-diazonium